ClC=1C=C(C=C(C1OC=1C=CC2=C(N(C=N2)C2CC2)C1)Cl)N1N=C(C(NC1=O)=O)C#N (3,5-dichloro-4-((1-cyclopropyl-1H-benzo[d]imidazol-6-yl)oxy)phenyl)-3,5-dioxo-2,3,4,5-tetrahydro-1,2,4-triazine-6-carbonitrile